C1=CC=C(C=C1)P(=O)(C2=CC=C(C=C2)N3C4=CC=CC=C4C5=CC=CC=C53)C6=CC=C(C=C6)N7C8=CC=CC=C8C9=CC=CC=C97 bis[4-(9'-carbazolyl)phenyl]phenylphosphine oxide